ClC1=C2CN(C(C2=CC=C1)=O)C(=O)[O-] 4-chloro-1-oxo-3H-isoindole-2-carboxylate